C(#N)C1=NN(C=C1C(=O)NC1CCC(CC1)NC1=CC=CC=2N1C=C(N2)C(F)(F)F)C 3-cyano-1-methyl-N-[(1s,4s)-4-{[2-(trifluoromethyl)imidazo[1,2-a]pyridin-5-yl]amino}cyclohexyl]-1H-pyrazole-4-carboxamide